ClCC=1C=C(C=C(C1O)CCl)CCCCCC (3,5-dichloromethyl-4-hydroxyphenyl)hexane